COCC1=C(C(=O)NS(=O)(=O)C2=CC=CC=C2)C=CC(=N1)N1N=C(C=C1)OCCC1(CC1)C(F)(F)F (methoxymethyl)-N-(phenylsulfonyl)-6-(3-(2-(1-(trifluoromethyl)cyclopropyl)ethoxy)-1H-pyrazol-1-yl)nicotinamide